tert-Butyl-(S)-7-(4-((3-fluoro-2-methoxypropyl)amino)butyl)-3,4-dihydro-1,8-naphthyridin-1(2H)-carboxylat C(C)(C)(C)OC(=O)N1CCCC2=CC=C(N=C12)CCCCNC[C@@H](CF)OC